(1-((S)-1-ethylpyrrolidin-2-yl)ethoxy)isobenzofuran-1(3H)-one C(C)N1[C@@H](CCC1)C(C)OC1OC(C2=CC=CC=C12)=O